COC=1C=C(C=CC1N1C[C@@H](CC1)OC1=NC=C(C=C1)C(F)(F)F)C1=CC=CC=C1 (R)-2-(1-(3-methoxybiphenyl-4-yl)pyrrolidin-3-yloxy)-5-(trifluoromethyl)pyridine